CC1=NN(C=2C=NC=3C=CC(=CC3C21)B(O)O)C2OCCCC2 (1-methyl-3-(tetrahydro-2H-pyran-2-yl)-3H-pyrazolo[3,4-C]quinolin-8-yl)boronic acid